CC(C)(OC(NCCOCCOCCN(CCOCC(=O)OCC)C)=O)C ethyl 2,2,14-trimethyl-4-oxo-3,8,11,17-tetraoxa-5,14-diazanonadecan-19-oate